ClC1=CC(=NC=C1C#CC1=C(C=CC=C1)NS(=O)(=O)C=1C(=CC=C2C=CC=NC12)C)C(=O)O 4-chloro-5-{2-[2-(7-methylquinoline-8-sulfonamido)phenyl]ethynyl}pyridine-2-carboxylic acid